2-(Methylamino)-1-(pyridin-3-yl)ethan-1-one CNCC(=O)C=1C=NC=CC1